BrC=1C=C2C(=NC=NC2=CC1)N[C@H](C(=O)N1CCC(CC1)N(C)C)C[Se]C (R)-2-((6-bromo-4-quinazolinyl)amino)-1-(4-(dimethylamino)-1-piperidinyl)-3-(methylseleno)propan-1-one